C1(CC1)C1=CC=C(C=C1)N1N=C(C=C1CC(C)C)NC1=C(C(=O)[O-])C=C(C=N1)C=1SC=CC1 2-[[1-(4-cyclopropylphenyl)-5-isobutylpyrazol-3-yl]amino]-5-(thiophen-2-yl)nicotinate